CC1=CC(=C(C=C1)C1=CC=CC=C1)P(C1=CC=CC=C1)C1=CC=CC=C1 (4-methyl-[1,1'-biphenyl]-2-yl)diphenylphosphine